C(C)(C)C1(NC(NC1=O)=O)C1=CC(=C(C#N)C=C1OC)C 4-(4-isopropyl-2,5-dioxoimidazolidin-4-yl)-5-methoxy-2-methylbenzonitrile